[Si](C)(C)(C(C)(C)C)OCC1CN(CCC1=O)C(=O)OC(C)(C)C tert-butyl 3-(((tert-butyldimethylsilyl)oxy)methyl)-4-oxopiperidine-1-carboxylate